ClC1=NC=2N([C@@](C(NC2C(=N1)C)=O)(C)COC)C (7S)-2-chloro-7-(methoxymethyl)-4,7,8-trimethyl-7,8-dihydropteridin-6(5H)-one